2-[2-[2-(3-methoxy-4-nitro-pyrazol-1-yl)ethoxy]ethoxy]ethanol tert-butyl-(3R)-3-[[4-cyano-3-(4-phenylphenyl)benzoyl]-(8-methyl-1-isoquinolyl)amino]piperidine-1-carboxylate C(C)(C)(C)C1N(CCC[C@H]1N(C1=NC=CC2=CC=CC(=C12)C)C(C1=CC(=C(C=C1)C#N)C1=CC=C(C=C1)C1=CC=CC=C1)=O)C(=O)OCCOCCOCCN1N=C(C(=C1)[N+](=O)[O-])OC